COC=1N=C2C(=CC=NC2=CC1OC)OC1=C(C(=C(N)C=C1)F)F 4-((6,7-dimethoxy-1,5-naphthyridin-4-yl)oxy)-2,3-difluoroaniline